6-(2-furyl)-N2,N2-dimethyl-N4-[1-[3-(trifluoromethyl)phenyl]ethyl]pyrimidine-2,4-diamine O1C(=CC=C1)C1=CC(=NC(=N1)N(C)C)NC(C)C1=CC(=CC=C1)C(F)(F)F